N-(7-chloro-6-(1-(4-hydroxy-3-methyltetrahydrofuran-3-yl)piperidin-4-yl)isoquinolin-3-yl)-2-(1-isobutyl-1H-pyrazol-5-yl)cyclopropane-1-carboxamide ClC1=C(C=C2C=C(N=CC2=C1)NC(=O)C1C(C1)C1=CC=NN1CC(C)C)C1CCN(CC1)C1(COCC1O)C